C(#N)C1=C(C(=C(C(=C1)C1CCOCC1)NC(=O)NS(=O)(=O)C1=C(N=C(S1)C(C)(C)O)CO)C(C)C)F 1-[4-cyano-3-fluoro-6-(oxan-4-yl)-2-(propan-2-yl)phenyl]-3-[4-(hydroxymethyl)-2-(2-hydroxypropan-2-yl)-1,3-thiazole-5-sulfonyl]urea